[C@@H]12CCC[C@@H](CC1)N2C2=CC=C(C=C2)NC(C2=CC(=C(C(=C2)F)O)C2OCC(CO2)(C)C)=O N-(4-((1R,5S)-8-Azabicyclo[3.2.1]octan-8-yl)phenyl)-3-(5,5-dimethyl-1,3-dioxan-2-yl)-5-fluoro-4-hydroxybenzamide